N-(1-cyclopropyl-2-oxo-1,2-dihydropyridin-3-yl)-7-isopropoxy-2-((1R,4S)-1-methyl-2-oxabicyclo[2.2.1]heptan-4-yl)imidazo[1,2-a]pyridine-6-carboxamide C1(CC1)N1C(C(=CC=C1)NC(=O)C=1C(=CC=2N(C1)C=C(N2)[C@]21CO[C@](CC2)(C1)C)OC(C)C)=O